4-hydroxy-tetrahydropyridine formate C(=O)O.OC1CCNC=C1